1-[5-[2-(2,6-dichlorophenyl)ethyl]-6-methyl-indan-1-yl]-3-methyl-azetidin-3-ol ClC1=C(C(=CC=C1)Cl)CCC=1C=C2CCC(C2=CC1C)N1CC(C1)(O)C